C(C(F)(F)Br)(F)Cl 1-bromo-2-chloro-1,2-trifluoroethane